(3S)-3-methyl-6-[3-(2-pyrrolidin-1-ylethoxy)phenyl]-2,3,4,5-tetrahydropyridine C[C@@H]1CN=C(CC1)C1=CC(=CC=C1)OCCN1CCCC1